4-nitrophenyl (pyridin-3-ylmethyl) carbonate C(OC1=CC=C(C=C1)[N+](=O)[O-])(OCC=1C=NC=CC1)=O